5-(1H-pyrazol-4-yl)pyridin-3-ol N1N=CC(=C1)C=1C=C(C=NC1)O